tert-butyl ((1r,4r)-4-(methyl(piperidin-4-ylmethyl)amino)cyclohexyl)carbamate CN(C1CCC(CC1)NC(OC(C)(C)C)=O)CC1CCNCC1